NC=1CCC([C@@](N1)(CF)C=1C=C(C=CC1F)NC(=O)C1=NC=C(N=C1)OC)(F)F (S)-N-(3-(6-amino-3,3-difluoro-2-(fluoromethyl)-2,3,4,5-tetrahydropyridin-2-yl)-4-fluorophenyl)-5-methoxypyrazine-2-carboxamide